L-Nω-nitroarginine methyl ester COC([C@@H](N)CCCNC(N[N+](=O)[O-])=N)=O